magnesium oxide potassium nitrate [N+](=O)([O-])[O-].[K+].[O-2].[Mg+2]